BrC=1SC=C(N1)C1=NC(=NO1)C 5-(2-Bromo-thiazol-4-yl)-3-methyl-[1,2,4]oxadiazole